FC=1C=C(CN2C([C@@H](CC2)N2CCC(CC2)C2=CC3=C(NC(O3)=O)C=C2)=O)C=CC1C (R)-6-(1-(1-(3-fluoro-4-methylbenzyl)-2-oxopyrrolidin-3-yl)piperidin-4-yl)benzo[d]oxazol-2(3H)-one